FC=1C=C(C=CC1NC(=O)NC1=CC=C(C=C1)C(F)(F)F)S(=O)(=O)N1[C@@H](CCC1)C(=O)OC methyl ((3-fluoro-4-(3-(4-(trifluoromethyl)phenyl)ureido)phenyl)sulfonyl)-L-prolinate